tert-butyl-4-(7-bromo-6-chloro-8-fluoro-5-methoxy-quinazolin-4-yl)piperazine-1-carboxylate C(C)(C)(C)OC(=O)N1CCN(CC1)C1=NC=NC2=C(C(=C(C(=C12)OC)Cl)Br)F